N-[(6-Amino-4-methyl-2-pyridyl)sulfonyl]-6-(3-fluoro-5-isobutoxyphenyl)-2-[(4S)-2,2,4-trimethylpyrrolidin-1-yl]pyridin-3-carboxamid NC1=CC(=CC(=N1)S(=O)(=O)NC(=O)C=1C(=NC(=CC1)C1=CC(=CC(=C1)OCC(C)C)F)N1C(C[C@@H](C1)C)(C)C)C